(((2s,3r,4s,5s,6r)-2-(iodomethyl)-6-(4-nitrophenoxy)tetrahydro-2H-pyran-3,4,5-triyl)tris(oxy))tris(trimethylsilane) IC[C@H]1O[C@@H]([C@H]([C@H]([C@@H]1O[Si](C)(C)C)O[Si](C)(C)C)O[Si](C)(C)C)OC1=CC=C(C=C1)[N+](=O)[O-]